COC=1C(=NC(=NC1)N)C 5-methoxy-4-methylpyrimidin-2-amine